(4-(2,2-difluoro-7-((5-methoxy-7-methyl-1H-indol-4-yl)methyl)-7-azaspiro[3.5]nonan-6-yl)benzoyl)-D-proline FC1(CC2(C1)CC(N(CC2)CC2=C1C=CNC1=C(C=C2OC)C)C2=CC=C(C(=O)N1[C@H](CCC1)C(=O)O)C=C2)F